ethyl 2-(4-((2-fluoro-3-methyl-4-((1-methyl-1H-benzo[d]imidazol-5-yl)oxy)phenyl)amino)pyrimidin-5-yl)oxazole-4-carboxylate FC1=C(C=CC(=C1C)OC1=CC2=C(N(C=N2)C)C=C1)NC1=NC=NC=C1C=1OC=C(N1)C(=O)OCC